N-(6-chloro-5-(7-((4-hydroxyphenyl)amino)-1-methyl-2-oxo-1,2-dihydropyrimido[4,5-d]pyrimidine-3(4H)-yl)pyridin-3-yl)-3-(trifluoromethyl)benzamide ClC1=C(C=C(C=N1)NC(C1=CC(=CC=C1)C(F)(F)F)=O)N1C(N(C2=NC(=NC=C2C1)NC1=CC=C(C=C1)O)C)=O